CN1C=C(C=CC1=O)C1=C(N=CC(=N1)C(=O)N)C=1OC(=CC1)C 6-(1-methyl-6-oxo-1,6-dihydropyridin-3-yl)-5-(5-methylfuran-2-yl)pyrazine-2-carboxamide